CN1C(CC2=CC(=CC=C12)C)=O 1,5-bis-methyl-2-indolinone